C(C1=CC=CC=C1)(C1=CC=CC=C1)[C@@H]1N2C(C=3N(C1)C(=CN3)C3=CC=CC=C3)=C(C(C=C2)=O)O (S)-6-benzhydryl-11-hydroxy-3-phenyl-5,6-dihydro-10H-imidazo[1,2-a]pyrido[2,1-c]pyrazin-10-one